CC1(N(CCC(C1)=O)C(=O)OCC1=CC=CC=C1)C benzyl 2,2-dimethyl-4-oxopiperidine-1-carboxylate